5,6-didecyl-1,10-phenanthroline C(CCCCCCCCC)C1=C2C=CC=NC2=C2N=CC=CC2=C1CCCCCCCCCC